3-(2,4-difluorophenyl)aniline FC1=C(C=CC(=C1)F)C=1C=C(N)C=CC1